COC(C1=C(C=C(C(=C1)Br)F)[N+](=O)[O-])=O 5-Bromo-4-fluoro-2-nitrobenzoic acid methyl ester